(1S,3aS,6aR)-2-((S)-2-fluoro-2-(3-fluorophenyl)propanoyl)-N-((S)-4-fluoro-3-oxo-1-((R)-2-oxopyrrolidin-3-yl)butan-2-yl)octahydrocyclopenta[c]pyrrole-1-carboxamide F[C@@](C(=O)N1[C@@H]([C@H]2[C@@H](C1)CCC2)C(=O)N[C@@H](C[C@@H]2C(NCC2)=O)C(CF)=O)(C)C2=CC(=CC=C2)F